2-(2-Chloro-3-fluorophenyl)-N-[4-(1-cyclopropyl-1H-pyrazol-4-yl)-3-{[(dimethylamino)methylene]sulfamoyl}phenyl]acetamide ClC1=C(C=CC=C1F)CC(=O)NC1=CC(=C(C=C1)C=1C=NN(C1)C1CC1)S(N=CN(C)C)(=O)=O